1-(4-(1-methyl-1H-tetrazol-5-yl)phenyl)ethan-1-ol Tert-butyl-(7-chloro-5-methyl-4-oxo-4,5-dihydrothieno[3,2-c]pyridin-3-yl)carbamate C(C)(C)(C)N(C(=O)OC(C)C1=CC=C(C=C1)C1=NN=NN1C)C1=CSC2=C1C(N(C=C2Cl)C)=O